NC1=CC=C2C3=C(COC2=C1)C(=CC=C3N(CC)CC)C3=C(C=CC=C3)C(=O)OC 3-amino-10-(diethylamino)-7-(2-(methoxycarbonyl)phenyl)-5,6-dihydrobenzo[c]chromen